3-(4-fluoro-3-(trifluoromethyl)phenyl)-5-(2-(3-fluoroazetidin-1-yl)-2-oxoethyl)thieno[3,2-c]pyridin-4(5H)-one FC1=C(C=C(C=C1)C1=CSC2=C1C(N(C=C2)CC(=O)N2CC(C2)F)=O)C(F)(F)F